ClC1=NC=2N(C(=C1)NCC=1N=C3N(C=CC=C3)C1)N=CC2C(C)C 5-chloro-N-(imidazo[1,2-a]pyridin-2-ylmethyl)-3-isopropylpyrazolo[1,5-a]pyrimidin-7-amine